C(CCC(=O)O)CC(CCS)S The molecule is a thio-fatty acid that is reduced form of lipoic acid. A potent antioxidant shown to directly destroy superoxide, hydroperoxy and hydroxyl radicals; also has neuroprotective and anti-tumour effects. It has a role as a neuroprotective agent, an antioxidant and a human metabolite. It derives from an octanoic acid. It is a conjugate acid of a dihydrolipoate.